N'-[8-fluoro-6-hydroxy-2-propyl-7-(1,1,4-trioxo-1λ6,2,5-thiadiazolidin-2-yl)-1,2,3,4-tetrahydronaphthalen-2-yl]benzohydrazide FC=1C(=C(C=C2CCC(CC12)(CCC)NNC(C1=CC=CC=C1)=O)O)N1S(NC(C1)=O)(=O)=O